C(C(=O)[O-])=CC=CCCCCCCCCCCCCC s-octadecadienoate